(R)-N-ethyl-N-(2,2,2-trifluoro-1-(4-fluorophenyl)ethyl)morpholine-4-sulfonamide C(C)N(S(=O)(=O)N1CCOCC1)[C@@H](C(F)(F)F)C1=CC=C(C=C1)F